N-((3-chloro-4-fluorophenyl)(5-methyl-4-(methylsulfonyl)-1H-imidazol-2-yl)methyl)-6-(trifluoromethyl)pyridazin-3-amine ClC=1C=C(C=CC1F)C(NC=1N=NC(=CC1)C(F)(F)F)C=1NC(=C(N1)S(=O)(=O)C)C